C(C)(C)(C)OC(=O)N1CC(C1)C1=CC=C(C=C1)OCC1(CC1)C(F)(F)F 3-[4-[[1-(trifluoromethyl)cyclopropyl]methoxy]phenyl]azetidine-1-carboxylic acid tert-butyl ester